Cl.N[C@@H](CCC(=O)N)COC1=CC(=CC=C1)S(=O)(=O)C (4S)-4-amino-5-(3-methanesulfonylphenoxy)pentanamide hydrochloride